COC1=CC=C(C=C1)C1=NN2C(=NC=3C(=CC=CC3C2=N1)SC(C)C)NC=1C(N=CC=CC1)=O (3R)-3-({2-(4-methoxyphenyl)-7-[(prop-2-yl)thio][1,2,4]triazolo[1,5-c]quinazolin-5-yl}amino)azepin-2-one